3-cyano-4-(3-methoxy-2,6-dimethylphenyl)-1,2-dimethyl-pyrrolo[2,3-b]pyridine-6-carboxamide C(#N)C1=C(N(C2=NC(=CC(=C21)C2=C(C(=CC=C2C)OC)C)C(=O)N)C)C